O[C@H](CN1N=CC(=C1)NC(=O)C1=NNC2=CC=CC=C12)C N-(1-((S)-2-hydroxypropyl)-1H-pyrazol-4-yl)-1H-indazole-3-carboxamide